N1=CC=CC=2CN(CCC12)C1=C(C(=C(N=N1)C#N)C)C 6-(7,8-dihydro-5H-1,6-naphthyridin-6-yl)-4,5-dimethyl-pyridazine-3-carbonitrile